N1C(=NC2=C1C=CC=C2)C2=CC=CC(=N2)C(=O)N2CC1C(C1C2)C=2C(=NC1=CC=CC=C1C2)C(=O)N (3-(6-(1H-benzo[d]imidazol-2-yl)pyridinoyl)-3-azabicyclo[3.1.0]hex-6-yl)quinoline-2-carboxamide